4-(1-methylindol-4-yl)-7-[(5-morpholino-2-pyridyl)amino]-2,3-dihydropyrrolo[3,4-c]pyridin-1-one CN1C=CC2=C(C=CC=C12)C1=NC=C(C2=C1CNC2=O)NC2=NC=C(C=C2)N2CCOCC2